(E)-3-(6-cyclopropyl-2-(methylcarbamoyl)-1H-indol-4-yl)-2-methylacrylic acid C1(CC1)C1=CC(=C2C=C(NC2=C1)C(NC)=O)/C=C(/C(=O)O)\C